2-methyl-7-(3-(piperidine-1-carbonyl)pyrazolo[1,5-a]pyridin-7-yl)isoquinolin-1(2H)-one CN1C(C2=CC(=CC=C2C=C1)C1=CC=CC=2N1N=CC2C(=O)N2CCCCC2)=O